ClC1=C(C=CC(=C1)F)C1=CC(OC2=CC(=CC=C12)O[C@@H](C(=O)N1C[C@H](CCC1)CC(=O)N)C)=O 2-[(3R)-1-[(2R)-2-[4-(2-chloro-4-fluoro-phenyl)-2-oxo-chromen-7-yl]oxypropanoyl]-3-piperidyl]acetamide